C(C)(C)(C)OC(=O)N1CC[C@@H]2NCCC[C@@H]21.P(=O)([O-])([O-])[O-].[Na+].[Na+].[Na+] Sodium Phosphate tert-butyl-(3aS,7aS)-2,3,3a,4,5,6,7,7a-octahydropyrrolo[3,2-b]pyridine-1-carboxylate